cyclohexyl acetate (cyclohexyl acetate) C1(CCCCC1)CC(=O)O.C(C)(=O)OC1CCCCC1